3-(4-tert-butylbenzoyl)-4-trifluoromethanesulfonyl-5-(4-tert-butylphenyl)isoxazole Methyl-5-oxo-4,5-dihydroimidazo[1,2-a]thieno[3,2-e]pyrazine-2-carboxylate COC(=O)C1=CC=2NC(C=3N(C2S1)C=CN3)=O.C(C)(C)(C)C3=CC=C(C(=O)C1=NOC(=C1S(=O)(=O)C(F)(F)F)C1=CC=C(C=C1)C(C)(C)C)C=C3